4,5-dichloro-4,5-difluoro-2-chloro-2-phenoxy-1,3-dioxolane ClC1(OC(OC1(F)Cl)(OC1=CC=CC=C1)Cl)F